BrC=1C(=C(N(C1C(F)(F)F)COCC)C1=CC=C(C=C1)Cl)C#N 4-bromo-2-(4-chlorophenyl)-1-(ethoxymethyl)-5-(trifluoromethyl)pyrrole-3-carbonitrile